(3-fluoro-2-methylbenzyl)isobenzofuran-1(3H)-one FC=1C(=C(CC2OC(C3=CC=CC=C23)=O)C=CC1)C